C(CCC)C=1NC2=C(C(=NC(=C2)C)N)N1 2-butyl-6-methyl-1H-imidazo[4,5-c]pyridin-4-amine